CC1(C(CCC1)C)C(=O)NC=1SC2=C(N1)C=CC(=C2)OC(F)(F)F 1,2-dimethyl-N-[6-(trifluoromethoxy)-1,3-benzothiazol-2-yl]cyclopentane-1-carboxamide